N-methyl-N-((S)-2,2,2-trifluoro-1-(4-((S)-2-fluoro-8,8-dimethyl-7,8-dihydro-6H-cyclopenta[e]pyrazolo[1,5-a]pyrimidin-6-yl)phenyl)ethyl)tetrahydro-2H-thiopyran-4-carboxamide 1,1-dioxide CN(C(=O)C1CCS(CC1)(=O)=O)[C@H](C(F)(F)F)C1=CC=C(C=C1)[C@@H]1CC(C2=C1C=NC=1N2N=C(C1)F)(C)C